COC(=O)C1=C(N(C(C=C1)=O)C1(CC1)C#N)C(=O)N(NC(=O)OC(C)(C)C)C (2-(tert-butoxycarbonyl)-1-methylhydrazine-1-carbonyl)-1-(1-cyanocyclopropyl)-6-oxo-1,6-dihydropyridine-3-carboxylic acid methyl ester